methyl-bis-(3-octyl)phosphine CP(C(CC)CCCCC)C(CC)CCCCC